methyl-2-((4-chloro-2-fluorobenzylthio)methyl)-6-(piperidin-4-yloxy)pyridine CC=1C(=NC(=CC1)OC1CCNCC1)CSCC1=C(C=C(C=C1)Cl)F